O-(3-(5-ethyl-1,2,4-oxadiazol-3-yl)benzyl)hydroxylamine hydrochloride Cl.C(C)C1=NC(=NO1)C=1C=C(CON)C=CC1